(S)-2-(6-(5-chloro-2-(((1s,3r)-3-hydroxycyclopentyl)amino)pyrimidin-4-yl)-4-oxopyrrolo[2,1-f][1,2,4]triazin-3(4H)-yl)-N-((S)-1-(3-fluoro-5-methoxyphenyl)-2-hydroxyethyl)propionamide ClC=1C(=NC(=NC1)N[C@@H]1C[C@@H](CC1)O)C=1C=C2C(N(C=NN2C1)[C@H](C(=O)N[C@H](CO)C1=CC(=CC(=C1)OC)F)C)=O